ClC=1C=C(C=CC1F)C=1N=CN(C1C=1C=CC=2N(N1)C(=CN2)C(=O)N)CC 6-(4-(3-chloro-4-fluorophenyl)-1-ethyl-1H-imidazol-5-yl)imidazo[1,2-b]pyridazine-3-carboxamide